ClC=1C=CC=2N(C1)C=C(N2)CO (6-chloroimidazo[1,2-a]pyridin-2-yl)methanol